C(C)(C)(C)[CH2+] tertiary butyl-carbenium